C(#N)C=1C(=NC(=NC1)NC1=C(C=C(C=C1)N1CCN(CC1)CC)NC(C=C)=O)NC1=C(C=C(C=C1)OC)OC(C)C N-(2-((5-cyano-4-((2-isopropoxy-4-methoxyphenyl)amino)pyrimidin-2-yl)amino)-5-(4-ethylpiperazin-1-yl)phenyl)acrylamide